(R)-3-(3-chloro-4-fluorophenyl)-1-(8-fluoro-6-oxo-1,2,3,4,5,6-hexahydrophenanthridin-1-yl)-1-methylurea ClC=1C=C(C=CC1F)NC(N(C)[C@@H]1CCCC=2NC(C3=CC(=CC=C3C12)F)=O)=O